p-hydroxyphenylpyruvic acid C1=CC(=CC=C1/C=C(/C(=O)O)\O)O